3-(2-chloro-N-(4-chlorobenzyl)acetamido)-3-cyanosilacyclobutane-1-carboxylic acid tert-butyl ester C(C)(C)(C)OC(=O)[SiH]1CC(C1)(C#N)N(C(CCl)=O)CC1=CC=C(C=C1)Cl